tert-butyl 4-(1-(((N-(tert-butoxycarbonyl)sulfamoyl)amino) methyl)cyclopropyl)piperazine-1-carboxylate C(C)(C)(C)OC(=O)NS(=O)(=O)NCC1(CC1)N1CCN(CC1)C(=O)OC(C)(C)C